1-(4-(4-amino-7-methyl-5-(4-((4-methylpyrimidin-2-yl)oxy)phenyl)-7H-pyrrolo[2,3-d]pyrimidin-6-yl)phenyl)-4,4-dimethyl-3-methylenepyrrolidin-2-one NC=1C2=C(N=CN1)N(C(=C2C2=CC=C(C=C2)OC2=NC=CC(=N2)C)C2=CC=C(C=C2)N2C(C(C(C2)(C)C)=C)=O)C